ClC1=C(SC(=C1)C(=O)OC)CCNNC(=O)OC(C)(C)C tert-Butyl 2-(2-(3-chloro-5-(methoxycarbonyl)thiophen-2-yl)ethyl)hydrazinecarboxylate